BrC1=C(C(=CC(=C1)C(C(F)(F)F)(C(F)(F)F)F)OC(F)F)NC(=O)C1=NC(=CC=C1)NCC=1OC=CC1 N-(2-bromo-6-(difluoromethoxy)-4-(perfluoropropan-2-yl)phenyl)-6-((furan-2-ylmethyl)amino)pyridineamide